C(=O)[C@@H]([C@H]([C@H](C(=O)[O-])O)O)O The molecule is an arabinuronate that is the conjugate base of L-arabinuronic acid, obtained by the deprotonation of the carboxy group. Major species at pH 7.3. It is a conjugate base of a L-arabinuronic acid.